6-((2R*,3S*,4S*,5R*)-3-(3,4-difluoro-2-methoxyphenyl)-4,5-dimethyl-5-(trifluoromethyl)tetrahydrofuran-2-yl)-3-(1-(2-hydroxy-2-methylpropoxy)propan-2-yl)-2-methylpyridin-4(1H)-one FC=1C(=C(C=CC1F)[C@H]1[C@@H](O[C@]([C@H]1C)(C(F)(F)F)C)C1=CC(C(=C(N1)C)C(COCC(C)(C)O)C)=O)OC |o1:8,9,11,12|